O[C@@]1(C(N(CC1)C)=O)C1=CC(=NO1)C=1C=C(C=CC1)C1=CC(=NC(=C1)OC)C(=O)N (R)-4-(3-(5-(3-hydroxy-1-methyl-2-oxopyrrolidin-3-yl)isoxazol-3-yl)phenyl)-6-methoxypyridine-amide